C1CC12N(CCC2)CC(=O)NC=2C=C(C(=NC2)C)NC(=O)C=2C=NN1C2SC(=C1)C=1C=NN(C1)C N-(5-(2-(4-azaspiro[2.4]heptan-4-yl)acetamido)-2-methylpyridin-3-yl)-2-(1-methyl-1H-pyrazol-4-yl)pyrazolo[5,1-b]thiazole-7-carboxamide